CC1=C(C(=CC=C1)C)NC(=O)C(=O)O 2,6-dimethylphenylcarbamoyl-carboxylic acid